3-(5-bromo-1,2,4-thiadiazol-3-yl)azetidine-1-carboxylic acid tert-butyl ester C(C)(C)(C)OC(=O)N1CC(C1)C1=NSC(=N1)Br